5-chloro-4-(3,5-difluorophenyl)-3-fluoropicolinonitrile ClC=1C(=C(C(=NC1)C#N)F)C1=CC(=CC(=C1)F)F